tert-butyl (1R,3s,5S)-3-((6-iodopyridazin-3-yl)oxy)-8-azabicyclo[3.2.1]octane-8-carboxylate IC1=CC=C(N=N1)OC1C[C@H]2CC[C@@H](C1)N2C(=O)OC(C)(C)C